TMSporphyrin [Si](C)(C)(C)C1=C2NC(=C1)C=C1C=CC(=N1)C=C1C=CC(N1)=CC=1C=CC(N1)=C2